C(C=C)OCC=C.[Al] aluminum diallyloxide